4-aminobutyltri-ethoxysilane NCCCC[Si](OCC)(OCC)OCC